ClC=1C(=C(NC=2C3=C(N=CN2)C=C(C(=N3)N3[C@@H]2CN([C@H](C3)C2)C(=O)OC(C)(C)C)F)C=CC1C1(CCC1)C#N)F tert-butyl (1S,4S)-5-[4-[3-chloro-4-(1-cyanocyclobutyl)-2-fluoro-anilino]-7-fluoro-pyrido[3,2-d]pyrimidin-6-yl]-2,5-diazabicyclo[2.2.1]heptane-2-carboxylate